C1(=CC=CC=C1)C1=CC(=NO1)C(=O)C1=C(C=CC=C1)C(F)(F)F (5-phenylisoxazol-3-yl)(2-(trifluoromethyl)phenyl)methanone